5-N-[[3-(Imidazo[1,2-a]pyridin-8-yloxymethyl)-1-bicyclo[1.1.1]pentanyl]methyl]isoquinoline-1,5-diamine N=1C=CN2C1C(=CC=C2)OCC21CC(C2)(C1)CNC=1C=2C=CN=C(C2C=CC1)N